2-(4-(2-(4-chloro-2-fluorophenyl)-2-methylbenzo[d][1,3]dioxol-4-yl)-3-fluorobenzyl)-1-(oxazol-5-ylmethyl)-1H-benzo[d]imidazole-6-carboxylic acid ClC1=CC(=C(C=C1)C1(OC2=C(O1)C=CC=C2C2=C(C=C(CC1=NC3=C(N1CC1=CN=CO1)C=C(C=C3)C(=O)O)C=C2)F)C)F